ClC1=CC(C2=CC=CC=C2C1=O)=O 3-chloronaphthalene-1,4-dione